N-({4-amino-1H,3H-furo[3,4-c]quinolin-7-yl}methyl)-N-(4,4-difluoro-1,1-di-oxo-3,4-dihydro-2H-1λ6-benzothiopyran-8-yl)-2-methylpyrimidine-5-carboxamide NC1=NC=2C=C(C=CC2C2=C1COC2)CN(C(=O)C=2C=NC(=NC2)C)C2=CC=CC=1C(CCS(C12)(=O)=O)(F)F